2-Methylquinoxaline-6-carboxylic Acid CC1=NC2=CC=C(C=C2N=C1)C(=O)O